C(CCCCC)C=1C(=C(C=CC1)O)Br n-Hexyl-o-Bromophenol